4-(((1r,4r)-4-amino-cyclohexyl)oxy)-2-(trifluoromethoxy)benzonitrile NC1CCC(CC1)OC1=CC(=C(C#N)C=C1)OC(F)(F)F